3-fluoro-2-hydroxy-5-(4-(6-(pyrrolidin-1-yl)-5-(trifluoromethyl)pyridin-3-yl)piperidine-1-carbonyl)benzaldehyde FC=1C(=C(C=O)C=C(C1)C(=O)N1CCC(CC1)C=1C=NC(=C(C1)C(F)(F)F)N1CCCC1)O